3,3'-(Propane-1,3-dioxy)dipropionamide C(CCOCCC(=O)N)OCCC(=O)N